FC1=C(C(=CC=C1)N=C=S)OC 1-fluoro-3-isothiocyano-2-methoxybenzene